(S)-5-(4'-((tert-Butoxycarbonyl)amino)-4'H,6'H-spiro[piperidine-4,5'-pyrrolo[1,2-b]pyrazol]-1-yl)pyrazine-2-thiol sodium [Na].C(C)(C)(C)OC(=O)N[C@H]1C2(CN3N=CC=C31)CCN(CC2)C=2N=CC(=NC2)S